CN1CCN(CC1)C1=CC=C(C=N1)C=1C=C2C(=NC1)NC=C2C2=CC=1N(C=C2)N=CC1C=1C=NC=CC1 5-(6-(4-methylpiperazin-1-yl)pyridin-3-yl)-3-(3-(pyridin-3-yl)pyrazolo[1,5-a]pyridin-5-yl)-1H-pyrrolo[2,3-b]pyridine